C(C)(C)C1=C(C=C(C=C1)OC)N1/C(/SCC1=O)=N/C(=O)NC1=CC(=C(C=C1)C1=NN(C=N1)C1=CC=C(C=C1)C(F)(F)F)C (Z)-1-(3-(2-isopropyl-5-methoxyphenyl)-4-oxothiazolidin-2-ylidene)-3-(3-methyl-4-(1-(4-(trifluoromethyl)phenyl)-1H-1,2,4-triazol-3-yl)phenyl)urea